2-(6-((4-(6-bromopyridin-3-yl)-1H-1,2,3-triazol-1-yl)methyl)pyridin-3-yl)-5-(difluoromethyl)-1,3,4-oxadiazole BrC1=CC=C(C=N1)C=1N=NN(C1)CC1=CC=C(C=N1)C=1OC(=NN1)C(F)F